5-bromo-3-cyclopropyl-1-{[2-(trimethylsilyl)ethoxy]methyl}-1H-1,2,4-triazole BrC1=NC(=NN1COCC[Si](C)(C)C)C1CC1